({1-[(2,6-dimethylcyclohexyl)oxy]-3-methoxy-1,3-dioxopropan-2-yl}carbamoyl)propanoic acid CC1C(C(CCC1)C)OC(C(C(=O)OC)NC(=O)C(C(=O)O)C)=O